tert-butyl 4-{4-[(3S,4R)-4-(dimethylamino)pyrrolidin-3-yl]phenyl}piperazine-1-carboxylate CN([C@@H]1[C@H](CNC1)C1=CC=C(C=C1)N1CCN(CC1)C(=O)OC(C)(C)C)C